di-acetyl-thiazole C(C)(=O)C=1N=C(SC1)C(C)=O